docosyl-trimethylammonium bromide [Br-].C(CCCCCCCCCCCCCCCCCCCCC)[N+](C)(C)C